FC(C)(F)F Trifluoroethan